4-(3-Methyl-4-nitro-1H-pyrazol-1-yl)piperidine hydrochloride Cl.CC1=NN(C=C1[N+](=O)[O-])C1CCNCC1